FC(C1=CC=C(C=N1)C(CC(C(=O)OCC)(C(=O)OCC)O)=O)F Diethyl {2-[6-(difluoromethyl)pyridin-3-yl]-2-oxoethyl}(hydroxy)malonate